1-(4-(4-((5-fluoro-2-(2-(2-methoxypropanoyl)isoindolin-5-yl)pyrimidin-4-yl)amino)phenyl)-1H-pyrazol-1-yl)-2-methoxypropan-1-one FC=1C(=NC(=NC1)C=1C=C2CN(CC2=CC1)C(C(C)OC)=O)NC1=CC=C(C=C1)C=1C=NN(C1)C(C(C)OC)=O